5-[3-acetyl-6-[5-[(6-methylpyridazin-3-yl)amino]benzimidazol-1-yl]-2-pyridyl]-2-methyl-pyrazole-3-carbonitrile C(C)(=O)C=1C(=NC(=CC1)N1C=NC2=C1C=CC(=C2)NC=2N=NC(=CC2)C)C=2C=C(N(N2)C)C#N